BrC=1C=C2C(=NN(C(C2=CC1)=O)CC(=O)NC1=NC=C(C=N1)C)OC1CC2(CC2)C1 2-(6-bromo-1-oxo-4-spiro[2.3]hexan-5-yloxyphthalazin-2-yl)-N-(5-methylpyrimidin-2-yl)acetamide